O([Si](C1=CC=CC=C1)(C1=CC=CC=C1)C(C)(C)C)C1(CC(=C(C=C1)CN)CN)O[Si](C1=CC=CC=C1)(C1=CC=CC=C1)C(C)(C)C 4,4-bis(t-butyldiphenylsiloxy)xylylenediamine